C(C=C)(=O)N1[C@@H](COC[C@H]1C1=CC(=NC(=C1)Cl)C1=NC=NC(=C1)N)C(=O)NC (3S,5R)-4-acryloyl-5-(2-(6-aminopyrimidin-4-yl)-6-chloropyridin-4-yl)-N-methylmorpholine-3-carboxamide